N-(2-chloroethyl)-4-phenylpiperidine-1-sulfonamide ClCCNS(=O)(=O)N1CCC(CC1)C1=CC=CC=C1